CP(=O)(C)C=1C(=CC=C2C(=CNC12)C1=NC(=NC=C1C(F)(F)F)N[C@@H]1CN[C@H](CC1)C)C#N 7-dimethylphosphoryl-3-[2-[[(3S,6S)-6-methyl-3-piperidyl]amino]-5-(trifluoromethyl)pyrimidin-4-yl]-1H-indole-6-carbonitrile